COC1=C(/C=C/C=O)C=CC=C1 (E)-2-Methoxycinnamaldehyde